OCC=1NC=CN1 2-(hydroxymethyl)-1H-imidazole